(4R-CIS)-6-trimethylsilyl-2,2-dimethyl-1,3-dioxane C[Si](C1CCOC(O1)(C)C)(C)C